CN([C@H](CC(C)C)C(=O)N1CCN(CC1)C1=CC=C(C=N1)C=1C=2N(C=C(N1)C=1C=NN(C1)C)N=CC2C#N)C 4-(6-(4-(dimethyl-D-leucyl)piperazin-1-yl)pyridin-3-yl)-6-(1-methyl-1H-pyrazol-4-yl)pyrazolo[1,5-a]pyrazine-3-carbonitrile